2-(2-((3R,4R)-3-amino-4-fluoropiperidin-1-yl)-5,6-difluoro-1H-benzo[d]imidazol-1-yl)-N-(1,1-dioxidotetrahydrothiophen-3-yl)-N-ethylacetamide N[C@@H]1CN(CC[C@H]1F)C1=NC2=C(N1CC(=O)N(CC)C1CS(CC1)(=O)=O)C=C(C(=C2)F)F